N-(5-(4-(4,5-difluoro-2-(2-hydroxybutan-2-yl)phenylamino)-1,3,5-triazin-2-ylamino)-4-methoxy-2-((3aR,6aR)-5-methylhexahydropyrrolo[3,4-b]pyrrol-1(2H)-yl)phenyl)acrylamide FC1=CC(=C(C=C1F)NC1=NC(=NC=N1)NC=1C(=CC(=C(C1)NC(C=C)=O)N1[C@@H]2[C@H](CC1)CN(C2)C)OC)C(C)(CC)O